C1(CCCCC1)C(=O)N1CCN(CC1)CC1=C(N=C2N1C=CC=C2)C2=CC=C(C=C2)C Cyclohexyl(4-{[2-(4-methylphenyl)imidazo[1,2-a]pyridine-3-yl]methyl}piperazin-1-yl)methanone